ClC=1C=C(C=C(C1)C(F)(F)F)NC=1N(C2=NC(=NC=C2N1)NC1CCCC1)CCN(C(OC(C)(C)C)=O)C tert-Butyl (2-(8-((3-chloro-5-(trifluoromethyl)phenyl)amino)-2-(cyclopentylamino)-9H-purin-9-yl)ethyl)(methyl)carbamate